(3-methyl-[1,2,4]triazolo[4,3-a]pyridin-6-yl)-[rac-(7R,9aR)-7-(3-chloro-4-fluorophenyl)-1,3,4,6,7,8,9,9a-octahydropyrido[1,2-a]pyrazin-2-yl]methanone CC1=NN=C2N1C=C(C=C2)C(=O)N2C[C@@H]1N(CC2)C[C@H](CC1)C1=CC(=C(C=C1)F)Cl |r|